C(C)(C)(C)N(C(O)=O)C1=C(C=CC(=C1)C)B1OC(C(O1)(C)C)(C)C.FC1=C(C(=O)C2C(N(CC2)C2=NC=3N(C=C2)N=CC3)=O)C=C(C=C1)F 3-(2,5-difluorobenzoyl)-1-(pyrazolo[1,5-a]pyrimidine-5-yl)pyrrolidin-2-one tert-butyl-(5-methyl-2-(4,4,5,5-tetramethyl-1,3,2-dioxaborolan-2-yl)phenyl)carbamate